2-(4,5-dichloro-6-oxopyridazin-1(6H)-yl)-N-(3-(N,N-dimethylsulfamoyl)phenyl)acetamide ClC=1C=NN(C(C1Cl)=O)CC(=O)NC1=CC(=CC=C1)S(N(C)C)(=O)=O